2,4,5-trifluorophenylacetate FC1=C(C=C(C(=C1)F)F)CC(=O)[O-]